4-decyloxy-4'-cyanobiphenyl C(CCCCCCCCC)OC1=CC=C(C=C1)C1=CC=C(C=C1)C#N